5-[[5-(2-bromophenyl)tetrazol-2-yl]methyl]-N-(2-carbamoyl-4-chloro-6-methyl-phenyl)-2-(3-chloro-2-pyridyl)pyrazole-3-carboxamide BrC1=C(C=CC=C1)C=1N=NN(N1)CC=1C=C(N(N1)C1=NC=CC=C1Cl)C(=O)NC1=C(C=C(C=C1C)Cl)C(N)=O